2-(methacryloyloxy)benzoic acid cyclopentyl ester C1(CCCC1)OC(C1=C(C=CC=C1)OC(C(=C)C)=O)=O